[Be+2].OC1=CC=CC2=CC=C3C=CC(=NC3=C21)[O-].OC2=CC=CC1=CC=C3C=CC(=NC3=C12)[O-] bis(10-hydroxybenzo[h]quinolinolate) beryllium